N-[4-(4-cyano-1H-pyrazol-1-yl)-3-sulfamoylphenyl]-2-(3,4-difluorophenyl)acetamide tantalum [Ta].C(#N)C=1C=NN(C1)C1=C(C=C(C=C1)NC(CC1=CC(=C(C=C1)F)F)=O)S(N)(=O)=O